2-((1-(4-chlorophenyl)-4-phenyl-1H-imidazol-2-yl)thio)acetic acid ClC1=CC=C(C=C1)N1C(=NC(=C1)C1=CC=CC=C1)SCC(=O)O